C(C)N1C(NC2=C(C1=O)SC(=C2)CN2CCN(CC2)C=2C=CC(=NC2F)C(=O)NC2COC2)=O 5-(4-((3-ethyl-2,4-dioxo-1,2,3,4-tetrahydrothieno[3,2-d]pyrimidin-6-yl)methyl)piperazin-1-yl)-6-fluoro-N-(oxetan-3-yl)picolinamide